CN(CC(=O)N[C@H](C)C(=O)O)C1=CC=C2C(=CC(OC2=C1)=O)C1=C(C=CC=C1)C N-methyl-N-(2-oxo-4-(o-tolyl)-2H-chromen-7-yl)glycyl-D-alanine